5-(9-(2-chloroethyl)-2,9-diazaspiro[5.5]undecan-2-yl)-2-(2,6-dioxopiperidin-3-yl)isoindoline-1,3-dione ClCCN1CCC2(CCCN(C2)C=2C=C3C(N(C(C3=CC2)=O)C2C(NC(CC2)=O)=O)=O)CC1